C(C)(=O)OC1=C(OC=CC1=O)C (2-methyl-4-oxo-4H-pyran-3-yl) acetate